chalcone O-trityl oxime C(C1=CC=CC=C1)(C1=CC=CC=C1)(C1=CC=CC=C1)ON=C(/C=C/C1=CC=CC=C1)C1=CC=CC=C1